N1=C(C=CC=C1)C1(CC1)NC(=O)[C@@H]1CN(CC[C@H]1NC(=O)C1=NOC(=C1)C1=C(C=C(C=C1F)F)F)C1CCCCC1 (3R,4R)-1-Cyclohexyl-4-{[5-(2,4,6-trifluoro-phenyl)-isoxazole-3-carbonyl]-amino}-piperidine-3-carboxylic acid (1-pyridin-2-yl-cyclopropyl)-amide